((1-(3-(1,1-difluoro-2-hydroxyethyl)-2-fluorophenyl)ethyl)amino)-2-ethyl-6-methyl-6H-[1,4]oxazino[3,2-g]quinazolin-7(8H)-one FC(CO)(F)C=1C(=C(C=CC1)C(C)NC1=NC(=NC2=CC3=C(C=C12)N(C(CO3)=O)C)CC)F